C(C=C)[N+](NC(C)=O)(NC(C)=O)CC=C Diallyldiacetamidylammonium